(R)-4-(1-(3-methyl-2-((4-(trifluoromethyl)benzyl)oxy)butanamido)cyclopropyl)benzoic acid CC([C@H](C(=O)NC1(CC1)C1=CC=C(C(=O)O)C=C1)OCC1=CC=C(C=C1)C(F)(F)F)C